6-bromo-5-fluoro-4-((2-hydroxyphenyl)amino)-7-methoxyquinoline-3-carboxylic acid ethyl ester C(C)OC(=O)C=1C=NC2=CC(=C(C(=C2C1NC1=C(C=CC=C1)O)F)Br)OC